FCCCOC(CCC)=O butyric acid 3-fluoropropyl ester